N1CC(C1)C1=CC=C(CC=2C(NC3=CC=CC=C3C2)=O)C=C1 3-(4-(azetidin-3-yl)benzyl)quinolin-2(1H)-one